N-[3-[(2S)-2-[[4-(3,8-diazabicyclo[3.2.1]octan-3-yl)-8-fluoro-7-(3-hydroxy-1-naphthyl)quinazolin-2-yl]oxymethyl]pyrrolidin-1-yl]propyl]acetamide C12CN(CC(CC1)N2)C2=NC(=NC1=C(C(=CC=C21)C2=CC(=CC1=CC=CC=C21)O)F)OC[C@H]2N(CCC2)CCCNC(C)=O